ClC=1C(=NC=C(C1)C(=O)OCCCC1=CC=CC=C1)N1CCN(CC1)C(=O)OC(C)(C)C tert-butyl 4-[3-chloro-5-(3-phenylpropoxycarbonyl)-2-pyridyl]piperazine-1-carboxylate